COC(=O)C1CN(CCN1CCC1CCN(CC1)C)C(=O)OC(C)(C)C 4-[2-(1-methylpiperidin-4-yl)ethyl]Piperazine-1,3-dicarboxylic acid 1-tert-butyl 3-methyl ester